FC(C(=O)O)(F)F.C(#N)CC(N1N=CC(=C1)C=1C2=C(N=CN1)NC=C2)C=2C=C(C=CC2)NC(=O)NC(C)C N-(3-{2-cyano-1-[4-(7H-pyrrolo[2,3-d]pyrimidin-4-yl)-1H-pyrazol-1-yl]ethyl}phenyl)-N'-isopropylurea trifluoroacetate